N-((1R,2R)-1-(3-chloro-4-((3-methyloxetan-3-yl)oxy)phenyl)-1-hydroxy-3-(pyrrolidin-1-yl)propan-2-yl)-2-(2,3-dihydro-1H-inden-2-yl)acetamide ClC=1C=C(C=CC1OC1(COC1)C)[C@H]([C@@H](CN1CCCC1)NC(CC1CC2=CC=CC=C2C1)=O)O